C(C)(C)N(P(OC1C(OC2C1O[Si](O[Si](OC2)(C(C)C)C(C)C)(C(C)C)C(C)C)N2C=C(C1=C2N=CNC1=O)F)[O-])C(C)C 8-(5-fluoro-4-oxo-3H-pyrrolo[2,3-d]pyrimidin-7(4H)-yl)-2,2,4,4-tetraisopropyltetrahydro-6H-furo[3,2-f][1,3,5,2,4]trioxadisilocin-9-yl diisopropylphosphoramidite